1-(2-(2,6-dioxo-1,2,3,6-tetrahydropyrimidin-4-yl)phenyl)-3-(3-(2-(piperidin-1-yl)ethoxy)phenyl)urea O=C1NC(C=C(N1)C1=C(C=CC=C1)NC(=O)NC1=CC(=CC=C1)OCCN1CCCCC1)=O